(4-bromobenzylidene)-2,4-thiazolidinedione BrC1=CC=C(C=C2C(NC(S2)=O)=O)C=C1